1-(3-(2-(5-methyl-1H-indazol-4-yl)-1H-indol-5-yl)azetidin-1-yl)prop-2-en-1-one CC=1C(=C2C=NNC2=CC1)C=1NC2=CC=C(C=C2C1)C1CN(C1)C(C=C)=O